(S)-benzyl 6-(4-(methoxycarbonyl)phenyl)-2-oxo-7-azaspiro[3.5]nonane-7-carboxylate COC(=O)C1=CC=C(C=C1)[C@@H]1CC2(CC(C2)=O)CCN1C(=O)OCC1=CC=CC=C1